6-bromo-2-((benzyloxycarbonyl)amino)-5,5-ethylenedioxyhex-2-enoic acid methyl ester COC(C(=CCC1(CBr)OCCO1)NC(=O)OCC1=CC=CC=C1)=O